N-[(2S,3R,4S)-2-[([1,1'-biphenyl]-3-yl)methyl]-1-(cyclopropanecarbonyl)-4-fluoropyrrolidin-3-yl]ethanesulfonamide C1(=CC(=CC=C1)C[C@@H]1N(C[C@@H]([C@@H]1NS(=O)(=O)CC)F)C(=O)C1CC1)C1=CC=CC=C1